CC1=C(C=CC=C1C1C(NC(CC1)=O)=O)C1=CC=C(C=C1)OCC1=NN(C=C1)C 3-(2-methyl-4'-((1-methyl-1H-pyrazol-3-yl)methoxy)-[1,1'-biphenyl]-3-yl)piperidine-2,6-dione